FC1=C(C=C(C=C1)C(C(F)(F)F)(C(F)(F)F)F)[N+](=O)[O-] 1-fluoro-2-nitro-4-(perfluoropropan-2-yl)benzene